trans-1-[3-(6-chloro-1H-indol-2-yl)-5-(3-fluoro-5-methylphenyl)pyridazin-4-yl]-3-methoxypiperidin-4-amine ClC1=CC=C2C=C(NC2=C1)C=1N=NC=C(C1N1C[C@H]([C@@H](CC1)N)OC)C1=CC(=CC(=C1)C)F